N-(6-(2-chloro-5-fluorophenyl)-3-cyano-8-oxo-1,6,7,8-tetrahydropyrrolo[3,4-g]indazol-5-yl)-3-fluoro-5-(trifluoromethyl)benzamide ClC1=C(C=C(C=C1)F)C1NC(C=2C1=C(C=C1C(=NNC21)C#N)NC(C2=CC(=CC(=C2)C(F)(F)F)F)=O)=O